4-(bromomethyl)-5-cyclopropyl-3-(2,6-dichlorophenyl)-isoxazole BrCC=1C(=NOC1C1CC1)C1=C(C=CC=C1Cl)Cl